ClC=1C=C(C=C(C1)Cl)C(CC(=O)OC)NC(=O)C1CC2(CN(C2)C(CCC2=CC=C3CCCN(C3=N2)C(=O)[O-])=O)C1 7-(3-(6-((1-(3,5-dichlorophenyl)-3-methoxy-3-oxopropyl) carbamoyl)-2-azaspiro[3.3]Hept-2-yl)-3-oxopropyl)-3,4-dihydro-1,8-naphthyridine-1(2H)-carboxylate